N-ethyl-5-fluoro-N-isopropyl-2-((4-(7-(((2S,5R)-5-((1-methylethyl)sulfonamido)tetrahydro-2H-pyran-2-yl)methyl)-2,7-diazaspiro[3.5]nonan-2-yl)pyrimidin-5-yl)oxy)benzamide C(C)N(C(C1=C(C=CC(=C1)F)OC=1C(=NC=NC1)N1CC2(C1)CCN(CC2)C[C@H]2OC[C@@H](CC2)NS(=O)(=O)C(C)C)=O)C(C)C